3-(4-(5'-fluoro-2'-oxospiro[cyclopropane-1,3'-indoline]-1'-yl)phenyl)propionic acid FC=1C=C2C3(C(N(C2=CC1)C1=CC=C(C=C1)CCC(=O)O)=O)CC3